ClC1=C(C(=O)NCC(N2CCC(CC2)OC2=CC(=NC=C2)F)C2=C(N=CS2)C(F)F)C(=CC=C1)F 2-Chloro-N-{2-[4-(difluoromethyl)-1,3-thiazol-5-yl]-2-{4-[(2-fluoropyridin-4-yl)oxy]piperidin-1-yl}ethyl}-6-fluorobenzamide